C1(=CC=C(C=C1)C(C1=CC=CC=C1)(C1=CC=CC=C1)O)C (p-tolyl)-benzhydrol